2-(3-(isopropylamino)-2-oxo-6-phenylpyrazin-1(2H)-yl)acetic acid C(C)(C)NC=1C(N(C(=CN1)C1=CC=CC=C1)CC(=O)O)=O